N1=CC=C2N1CCCCC2O 5,6,7,8-tetrahydro-4H-pyrazolo[1,5-a]Azepin-4-ol